C1(CCC1)C=1C(=NN(C1C1=CC=C(C=C1)OC(F)(F)F)C)NC([C@H](C)C1CC(C1)(F)F)=O (R)-N-(4-cyclobutyl-1-methyl-5-(4-(trifluoromethoxy)phenyl)-1H-pyrazol-3-yl)-2-(3,3-difluorocyclobutyl)propanamide